ClC1=CC=C(C(=N1)C(=O)O)NC(C)C1=C2N=C(C(=NC2=CC(=C1)C)Cl)N1CCC(CC1)(F)F 6-chloro-3-((1-(2-chloro-3-(4,4-difluoropiperidin-1-yl)-7-methylquinoxalin-5-yl)ethyl)amino)picolinic acid